3-(tert-butyl)-5-(1-(5-(tert-butyl)-[1,1'-biphenyl]-2-yl)-1H-benzo[d]imidazol-2-yl)phenol C(C)(C)(C)C=1C=C(C=C(C1)C1=NC2=C(N1C1=C(C=C(C=C1)C(C)(C)C)C1=CC=CC=C1)C=CC=C2)O